(2,6-di-tert-butyl-4-methylphenyl)lauryl-pentaerythritol diphosphite OP(O)OP(O)O.C(C)(C)(C)C1=C(C(=CC(=C1)C)C(C)(C)C)CCCCCCCCCCCCC(O)C(CO)(CO)CO